CC1=CC=C(C(=N1)C1=NC=CC=C1)C(=O)N1[C@@H]2[C@@H](C[C@H](C1)C2)OC2=NC=C(C=C2)C(F)(F)F (6-methyl-[2,2'-bipyridin]-3-yl)((1S,4R,6R)-6-((5-(trifluoromethyl)pyridin-2-yl)oxy)-2-azabicyclo[2.2.1]hept-2-yl)methanone